N-carbamimidoyl-2-(2,6-dichloro-3-(1,2,3,6-tetrahydropyridin-4-yl)phenyl)acetamide C(N)(=N)NC(CC1=C(C(=CC=C1Cl)C=1CCNCC1)Cl)=O